2-(2-oxo-2-phenylethoxy)isoindole-1,3-dione O=C(CON1C(C2=CC=CC=C2C1=O)=O)C1=CC=CC=C1